Tert-Butyl 4-(2-(1-(o-tolyl)-3,4-dihydroisoquinolin-2(1H)-yl)acetyl)piperazine-1-carboxylate C1(=C(C=CC=C1)C1N(CCC2=CC=CC=C12)CC(=O)N1CCN(CC1)C(=O)OC(C)(C)C)C